[Al].[Mg].[Zn] Zinc-magnesium-Aluminum